3-sulfamoylbenzene S(N)(=O)(=O)C=1C=CC=CC1